oxo-stannane O=[SnH2]